N-[3-(4-amino-5-{3-fluoro-4-[(4-methylpyrimidin-2-yl)oxy]phenyl}-7,8-dihydro-6H-imidazo[2',3':5,1]pyrrolo[2,3-d]pyrimidin-6-yl)phenyl]prop-2-enamide NC=1C2=C(N=CN1)N1C(=C2C2=CC(=C(C=C2)OC2=NC=CC(=N2)C)F)N(CC1)C=1C=C(C=CC1)NC(C=C)=O